7-fluoro-1-(tetrahydro-2H-pyran-2-yl)-3-vinyl-1H-indazole FC=1C=CC=C2C(=NN(C12)C1OCCCC1)C=C